NC=1SC=CC1C(=O)[O-] 2-aminothiophene-3-carboxylate